(2S)-2-methylazetidin-3-ol C[C@@H]1NCC1O